BrC1=C(C=C(C(=O)NC2=CC(=C(C=C2)Br)F)C=C1)C 4-bromo-N-(4-bromo-3-fluoro-phenyl)-3-methyl-benzamide